FC1(CCN(CC1)C(=O)C1=CC2=CC=CC(=C2C=C1)B1OC(C(O1)(C)C)(C)C)F (4,4-difluoro-1-piperidyl)-[5-(4,4,5,5-tetramethyl-1,3,2-dioxaborolan-2-yl)-2-naphthyl]methanone